BrCC1=C(C=CC=C1)C(C(=O)OC)=C=O (E)-methyl 2-(2'-bromomethylphenyl)-2-carbonylacetate